di-tertiary butyl-diphenyl-iodonium nonafluorobutanesulfonate FC(C(C(C(S(=O)(=O)[O-])(F)F)(F)F)(F)F)(F)F.C(C)(C)(C)C=1C(=C(C=CC1)[I+]C1=CC=CC=C1)C(C)(C)C